5-((4-(4-chlorophenyl)thiazol-2-yl)amino)pyrimidine-2-carboxylic acid ClC1=CC=C(C=C1)C=1N=C(SC1)NC=1C=NC(=NC1)C(=O)O